5-bromo-2-(1-cyclopropyl-2,2,2-trifluoroethoxy)pyridine BrC=1C=CC(=NC1)OC(C(F)(F)F)C1CC1